(1s,4s)-N-(3-methoxy-4-methylphenyl)-4-(5-methyl-2-oxo-7-vinyl-1,2-dihydroquinazolin-3(4H)-yl)cyclohexanecarboxamide COC=1C=C(C=CC1C)NC(=O)C1CCC(CC1)N1C(NC2=CC(=CC(=C2C1)C)C=C)=O